C1(CC1)N1C=CC=2C=CC(=NC2C1=O)NC1(CN(C1)C(=O)OC(C)(C)C)C1=C(C(=CC=C1F)Cl)Cl tert-butyl 3-[(7-cyclopropyl-8-oxo-1,7-naphthyridin-2-yl)amino]-3-(2,3-dichloro-6-fluorophenyl)azetidine-1-carboxylate